IC=1C=C2C(=NC1)N(C=N2)CC2=CC1=C(OC(CO1)C=1N=C(SC1)C)C(=C2)OC 4-(6-((6-iodo-3H-imidazo[4,5-b]pyridin-3-yl)methyl)-8-methoxy-2,3-dihydrobenzo[b][1,4]dioxin-2-yl)-2-methylthiazole